Ethyl (Z)-2-(4-benzyl-2-((4-methylcyclohexyl)imino)-5-oxo-2,5-dihydrofuran-3-yl)acetate C(C1=CC=CC=C1)C1=C(/C(/OC1=O)=N/C1CCC(CC1)C)CC(=O)OCC